P(OC1=C(C=C(C=C1[N+](=O)[O-])C)C)(OCC)(OC(C)C)=S O-(2,4-dimethyl-6-nitrophenyl) O-ethyl isopropyl phosphorothioate